5-(5-fluoro-2-methoxypyridin-3-yl)-7H-pyrrolo[2,3-d]pyrimidin-4-amine FC=1C=C(C(=NC1)OC)C1=CNC=2N=CN=C(C21)N